COC(=O)C1(CCC2(N(CC3=CC(=CC=C23)C)C[C@H](CO)C)CC1)NC1=CC(=C(C=C1)F)Cl 4-(3-chloro-4-fluoroanilino)-2'-[(2R)-3-hydroxy-2-methylpropyl]-5'-methyl-2',3'-dihydrospiro[cyclohexane-1,1'-isoindole]-4-carboxylic acid methyl ester